(1S,3R)-N'-(4-chlorobenzylidene)-1-methyl-2,3,4,9-tetrahydropyrido[3,4-b]indole-3-formhydrazide ClC1=CC=C(C=NNC(=O)[C@H]2CC3=C(NC4=CC=CC=C34)[C@@H](N2)C)C=C1